1-(2-(1-benzyl-5-ethyl-1H-1,2,3-triazol-4-yl)-2-oxoethyl)-5-ethynylpyridin-2(1H)-one C(C1=CC=CC=C1)N1N=NC(=C1CC)C(CN1C(C=CC(=C1)C#C)=O)=O